3-methyl-5-tert-butyl-1,2-dihydroxybenzene CC=1C(=C(C=C(C1)C(C)(C)C)O)O